thiomesylate S(C)(=S)(=O)[O-]